BrC1=CC2=C([N+](=C(N=[N+]2[O-])NOC(CC)=O)[O-])C=C1 7-bromo-3-((3-oxo-3-propoxy)amino)benzo[e][1,2,4]triazine-1,4-dioxide